methyl 4-[(4-methyl-2-oxo-chromen-7-yl)oxymethyl]benzoate CC1=CC(OC2=CC(=CC=C12)OCC1=CC=C(C(=O)OC)C=C1)=O